ClC=1C=C(C=CC1)C1(OCC1)CNC(=O)NCC1CCCC1 1-[[2-(3-chlorophenyl)oxetan-2-yl]methyl]-3-(cyclopentylmethyl)urea